(S)-5-(1-hydroxycyclopropane-1-carbonyl)-N-((S)-3-oxo-1-((S)-2-oxopyrrolidin-3-yl)-4-(trifluoromethoxy)butan-2-yl)-5-azaspiro[2.4]heptane-6-carboxamide OC1(CC1)C(=O)N1CC2(CC2)C[C@H]1C(=O)N[C@@H](C[C@H]1C(NCC1)=O)C(COC(F)(F)F)=O